5-(6-ethoxypyrazin-2-yl)-N-(1-(2-(N-methylcyclopropanesulfonamido)thiazol-4-yl)cyclopropyl)picolinamide C(C)OC1=CN=CC(=N1)C=1C=CC(=NC1)C(=O)NC1(CC1)C=1N=C(SC1)N(S(=O)(=O)C1CC1)C